4H-benzopyran-4-one potassium salt [K].O1C=CC(C2=C1C=CC=C2)=O